6-(3,4-dimethylphenyl)-3-(1-((1,1-dioxido-2,3-dihydrothiophen-3-yl)amino)-2,2,2-trifluoroethyl)pyridin-2(1H)-one CC=1C=C(C=CC1C)C1=CC=C(C(N1)=O)C(C(F)(F)F)NC1CS(C=C1)(=O)=O